ClC1=C(C=C(C=C1)C1=CN(C(C=C1)=O)C(C)C)CC(C(=O)NC1=CC=C(C=C1)C=1N=CNC1)NC(OC(C)(C)C)=O tert-butyl N-[1-[[2-chloro-5-(1-isopropyl-6-oxo-3-pyridyl)phenyl]methyl]-2-[4-(1H-imidazol-4-yl)anilino]-2-oxo-ethyl]carbamate